CO[C@@H]1CC[C@H](CC1)SCC1=NC2=C(C=CC=C2C(N1)=O)C 2-(((trans-4-methoxycyclohexyl)thio)methyl)-8-methylquinazolin-4(3H)-one